C(C1=CC=CC=C1)NC(C[N+]1(CCCCC1)CC(=O)NC1=C(SC=C1C)C(NCCN(C)C(=O)OC(C)(C)C)=O)=O 1-(2-(benzylamino)-2-oxoethyl)-1-(2-((2-((2-((tert-butoxycarbonyl)(methyl)amino)ethyl)carbamoyl)-4-methylthiophen-3-yl)amino)-2-oxoethyl)piperidin-1-ium